N[C@H](C(=O)N1[C@@H](C[C@H](C1)O)C(=O)N[C@@H](C)C1=CC=C(C=C1)C1=C(N=CS1)C)C1CCCCC1 (2S,4R)-1-((S)-2-amino-2-cyclohexylacetyl)-4-Hydroxy-N-((S)-1-(4-(4-methylthiazol-5-yl)phenyl)ethyl)pyrrolidine-2-carboxamide